C(C1=CC=CC=C1)C=1NC(=NN1)C(=O)NC1C(N(C=2N(CC1)N=C(C2)C2CC2)C)=O 5-benzyl-N-(2-cyclopropyl-4-methyl-5-oxo-7,8-dihydro-6H-pyrazolo[1,5-a][1,3]diazepin-6-yl)-4H-1,2,4-triazole-3-carboxamide